NC1=CC(=C(ON2C(N(C=3C2=NC=CC3)CC)=O)C=C1)F (4-amino-2-fluorophenoxy)-1-ethyl-1,3-dihydro-2H-imidazo[4,5-b]pyridin-2-one